C(C1=CC=CC=C1)C=1NC(=NN1)C(=O)N[C@@H]1CCC2=C(N(C1=O)C)N=C(S2)C (R)-5-benzyl-N-(2,4-dimethyl-5-oxo-5,6,7,8-tetrahydro-4H-thiazolo[4,5-b]azepin-6-yl)-4H-1,2,4-triazole-3-carboxamide